COPN(C(C)C)C(C)C Methoxy-N,N-diisopropylaminophosphine